3-methylenecyclobutane-1-carbonitrile C=C1CC(C1)C#N